FC(S(=O)(=O)OC1=CC=2C(=CC=C3CCCN1C23)[N+](=O)[O-])(F)F 9-nitro-5,6-dihydro-4H-pyrrolo[3,2,1-ij]quinolin-2-yl trifluoromethanesulfonate